trifluoroacetic acid hydrazinium salt [NH3+]N.FC(C(=O)[O-])(F)F